C[C@]1(CC(CC(C1)=O)(C)C)CN1C=NC2=C1C=C(C=C2)C#N |r| rac-1-((1,3,3-trimethyl-5-oxocyclohexyl)methyl)-1H-benzo[d]imidazole-6-carbonitrile